2-chloro-2'-bromo-9,9'-spirobifluorene ClC1=CC=2C3(C4=CC=CC=C4C2C=C1)C1=CC=CC=C1C=1C=CC(=CC13)Br